tert-Butyl (1-phenyl-3-sulfamoylpropan-2-yl)carbamate C1(=CC=CC=C1)CC(CS(N)(=O)=O)NC(OC(C)(C)C)=O